(3S*,3aR*,6S*,7R*,7aR*)-N-benzyl-1-isobutyl-4-oxo-7-phenyloctahydro-6H-3,6-methanopyrrolo[3,2-c]pyridine-6-carboxamide C(C1=CC=CC=C1)NC(=O)[C@]12[C@@H]([C@@H]3[C@H](C(N1)=O)[C@@H](CN3CC(C)C)C2)C2=CC=CC=C2 |o1:10,11,12,13,17|